OC1C(OC2=CC(=CC=C2C1=O)O)C1=CC(=C(C=C1)O)OC 3,7-dihydroxy-2-(4-hydroxy-3-methoxyphenyl)-2,3-dihydrochromen-4-one